FC(C(=C)C1=CC(=CC=C1)C)F 1-(3,3-difluoroprop-1-en-2-yl)-3-methylbenzene